N,N-bis(3-aminopropyl)-ethylenediamine NCCCN(CCN)CCCN